4-Chloro-2-fluoro-5-iodo-pyridine ClC1=CC(=NC=C1I)F